NC1=C(C(=C(C=N1)C=1C=NC(=CC1)C(=O)NCCCNC(OC(C)(C)C)=O)CC)C1=CC=C(C=C1)O tert-butyl (3-(6'-amino-4'-ethyl-5'-(4-hydroxyphenyl)-[3,3'-bipyridine]-6-carboxamido)propyl)carbamate